(S)-benzyl 3-(1-ethyl-4-methyl-1H-benzo[d][1,2,3]triazol-5-yl)-3-(4-((2-((4-ethylpiperidin-1-yl)methyl)-1H-imidazol-1-yl)methyl)-5-methylthiophen-2-yl)-2,2-dimethylpropanoate C(C)N1N=NC2=C1C=CC(=C2C)[C@@H](C(C(=O)OCC2=CC=CC=C2)(C)C)C=2SC(=C(C2)CN2C(=NC=C2)CN2CCC(CC2)CC)C